FC=1C=C(C=CC1Cl)C(C(C(=O)OCC)Br)Br ethyl 3-(3-fluoro-4-chlorophenyl)-2,3-dibromopropionate